NC1=C(C(=C(C(N1CCCC)=O)C#N)C)C=O 6-AMINO-1-BUTYL-5-FORMYL-4-METHYL-2-OXO-1,2-DIHYDRO-PYRIDINE-3-CARBONITRILE